CN(C1(CCN(CC1)C=1C2=CN(N=C2C(=CC1)C(=O)NC=1C=C(C=2N(C1)C=C(N2)C)F)CC)CC)C 4-[4-(dimethylamino)-4-ethylpiperidin-1-yl]-2-ethyl-N-{8-fluoro-2-methylimidazo[1,2-a]pyridin-6-yl}indazole-7-carboxamide